6-(6-(difluoromethoxy)pyridin-3-yl)-2-((4-phenyl-4H-1,2,4-triazol-3-yl)methyl)pyridazin-3(2H)-one FC(OC1=CC=C(C=N1)C=1C=CC(N(N1)CC1=NN=CN1C1=CC=CC=C1)=O)F